OC1(CC(C1)C(=O)N1CC2(C1)CCC(CC2)OC2=NC(=C(C=C2)C)C(F)(F)F)C ((1s,3s)-3-Hydroxy-3-methylcyclobutyl)(7-((5-methyl-6-(trifluoromethyl)pyridin-2-yl)oxy)-2-azaspiro[3.5]nonan-2-yl)methanon